2-(1-(cyclopropylsulfonyl)-1H-pyrazol-4-yl)-N-(4-(4-fluoropiperidin-1-yl)-5-((1-methyl-1H-pyrazol-4-yl)ethynyl)pyridin-2-yl)pyrimidin-4-amine C1(CC1)S(=O)(=O)N1N=CC(=C1)C1=NC=CC(=N1)NC1=NC=C(C(=C1)N1CCC(CC1)F)C#CC=1C=NN(C1)C